CC(C)C1=C(C(=CC=C1)C(C)C)NC1=C(C=C(C=C1C(C)C)C(C)C)C(C)C N-[2,6-bis(1-methylethyl)phenyl]-2,4,6-tris(1-methylethyl)benzenamine